CC1=NN(C=C1NC1=NC=C(C(=C1)NCCCNC(=O)C1COC1)C(F)(F)F)C1CC2CCC(C1)N2C N-(3-((2-((3-methyl-1-(8-methyl-8-azabicyclo[3.2.1]octan-3-yl)-1H-pyrazol-4-yl)amino)-5-(trifluoromethyl)pyridin-4-yl)amino)propyl)oxetane-3-carboxamide